n-dodecen-yl-maleic anhydride C(=CCCCCCCCCCC)/C=1/C(=O)OC(\C1)=O